5-chloro-2-(6-((1-methylpiperidin-3-yl)amino)pyridazin-3-yl)-3-(trifluoromethyl)phenol ClC=1C=C(C(=C(C1)O)C=1N=NC(=CC1)NC1CN(CCC1)C)C(F)(F)F